N4-(2-fluoro-5-nitrophenyl)-N2-(1,2-oxazol-4-yl)-5-[4-(trifluoromethyl)phenyl]Pyrimidine-2,4-diamine FC1=C(C=C(C=C1)[N+](=O)[O-])NC1=NC(=NC=C1C1=CC=C(C=C1)C(F)(F)F)NC=1C=NOC1